CC(CO)(C)NC(C(CC)(CC)CC)=O N-(1,1-dimethyl-2-hydroxyethyl)-2,2-diethylbutanamide